C1(=CC=CC=C1)C1=NC=NN(C1=O)CC1=CC(=CC=C1)C(F)(F)F 5-phenyl-1-(3-trifluoromethylbenzyl)-1,2,4-triazin-6(1H)-one